OCC=1C=CC(=C(C1)NC(=O)CNC(OC(C)(C)C)=O)OCC=1N(C(=NC1)[N+](=O)[O-])C tert-butyl {[5-hydroxymethyl-2-(3-methyl-2-nitro-3H-imidazol-4-yl-methoxy)-phenylcarbamoyl]methyl}-carbamate